6-hydrazino-1,3-dimethylpyrimidine-2,4(1H,3H)-dione N(N)C1=CC(N(C(N1C)=O)C)=O